2,4-dimethyl-p-vinylbenzaldehyde CC1=C(C=O)C=CC(C1)(C=C)C